C(CCCCCCCCC=CCCCCC)=O 10-Hexadecenal